dihydro-coumaroyl-coenzyme A C(\C=C\C1CC=C(C=C1)O)(=O)SCCNC(CCNC([C@@H](C(COP(OP(OC[C@@H]1[C@H]([C@H]([C@@H](O1)N1C=NC=2C(N)=NC=NC12)O)OP(=O)(O)O)(=O)O)(=O)O)(C)C)O)=O)=O